(1H-imidazol-1-yl)(2,3,5-triiodophenyl)methanone N1(C=NC=C1)C(=O)C1=C(C(=CC(=C1)I)I)I